C(C)(C)(C)OC(=O)N1[C@H](CO[C@@H](C1)C)C(=O)O (3R,6R)-4-tert-butoxy-carbonyl-6-methyl-morpholine-3-carboxylic acid